CC1=C(C(=CC=C1N)N)N methylbenzene-1,2,4-triamine